methoxy-1-oxo-spiro[indane-2,4'-piperidine]-1'-carboxylate COC1N(CCC2(C1)C(C1=CC=CC=C1C2)=O)C(=O)[O-]